hydroxy-[(5-methyl-1,3-thiazol-2-yl)amino[methylidene]-9-methyl-10,10-dioxo-10λ6-thia-9-azabicyclo[4.4.0]deca-1,3,5-trien-7-one] OC1=C(C(=C2S(N(C(C(C2=C1)=O)=C)C)(=O)=O)N)C=1SC(=CN1)C